CS(=O)(=O)C=1C=C(C=CC1)[C@@H]1CN(C[C@H]1OCC1=CC=C(C=C1)C(F)(F)F)C(=O)OC(C)(C)C tert-butyl trans-3-(3-(methylsulfonyl)phenyl)-4-(4-(trifluoromethyl)benzyloxy)pyrrolidine-1-carboxylate